1-(4-(2-((tert-butyldimethylsilyl)oxy)ethoxy)-2-chloropyridin-3-yl)-7-chloro-6-fluoro-2-oxo-1,2-dihydropyrido[2,3-d]pyrimidin-4-yl-2,5-dimethylpiperazine-1-carboxylate [Si](C)(C)(C(C)(C)C)OCCOC1=C(C(=NC=C1)Cl)N1C(N=C(C2=C1N=C(C(=C2)F)Cl)OC(=O)N2C(CNC(C2)C)C)=O